O=C1CC2CC(CC2C1)C=1N=C2N(CCCC2)C1C(=O)NC1=CC(=C(C=C1)F)Cl 2-[5-Oxo-2,3,3a,4,6,6a-hexahydro-1H-pentalen-2-yl]-N-(3-chloro-4-fluorophenyl)-5,6,7,8-tetrahydroimidazo[1,2-a]pyridine-3-carboxamide